tin ruthenium manganese antimony [Sb].[Mn].[Ru].[Sn]